FC1(CCC2(CC(C2)NC(OC2=CC=C(C=C2)[N+](=O)[O-])=O)CC1)F 4-nitrophenyl (7,7-difluorospiro[3.5]nonan-2-yl)carbamate